[Si](C)(C)(C(C)(C)C)OCC(=O)OC1=C(C(=CC(=C1)CCCCC)OC(CO[Si](C)(C)C(C)(C)C)=O)[C@@H]1C=C(CC[C@H]1C(=C)C)C {2-[(tert-butyldimethylsilyl)oxy]acetoxy}-2-[(1R,6R)-3-methyl-6-(prop-1-en-2-yl)cyclohex-2-en-1-yl]-5-pentylphenyl 2-[(tert-butyl Dimethylsilyl)oxy]acetate